C(#N)C=C1N(CC2N1CCN(C2)C(=O)OC(C)(C)C)CC(C(=O)OCC)(C)C tert-butyl 3-(cyanomethylene)-2-(3-ethoxy-2,2-dimethyl-3-oxopropyl)hexahydroimidazo[1,5-a]pyrazine-7(1H)-carboxylate